7-(4-((R)-1-(tert-Butoxycarbonyl)pyrrolidin-3-yloxy)butyl)-2-methyl-3,4-dihydro-1,8-naphthyridine-1(2H)-carboxylic acid tert-butyl ester C(C)(C)(C)OC(=O)N1C(CCC2=CC=C(N=C12)CCCCO[C@H]1CN(CC1)C(=O)OC(C)(C)C)C